CS(=O)(=O)OCCCN1C=NC=C(C1=O)F 3-(5-fluoro-6-oxo-pyrimidin-1-yl)propyl methanesulfonate